(R)-3-((4-(2-methoxy-4-methyl Phenyl)-7-methylphthalazin-1-yl)amino)piperidine-1-carboxylate COC1=C(C=CC(=C1)C)C1=NN=C(C2=CC(=CC=C12)C)N[C@H]1CN(CCC1)C(=O)[O-]